(S)-2-(4'-((3-((4-(4-Aminopyrimidin-2-yl)-1,3-dimethyl-1H-pyrazol-5-yl)oxy)butyl)amino)-6'-chloro-3-fluoro-[2,3'-bipyridin]-5-yl)propan-2-ol NC1=NC(=NC=C1)C=1C(=NN(C1O[C@H](CCNC1=C(C=NC(=C1)Cl)C1=NC=C(C=C1F)C(C)(C)O)C)C)C